C(#N)C1=C(C=C(C=C1)N1C(N(C(C1=O)(C)C)C1=CC(=C(OCC2CCN(CC2)C(=O)OC(C)(C)C)C=C1)CC)=S)C(F)(F)F tert-Butyl 4-((4-(3-(4-cyano-3-(trifluoromethyl)phenyl)-5,5-dimethyl-4-oxo-2-thioxoimidazolidin-1-yl)-2-ethylphenoxy)methyl)piperidine-1-carboxylate